3-chloro-6-[(1R,2S)-2-(difluoromethyl)cyclopropyl]-2-[(2-fluorophenyl)methyl]pyrazolo[3,4-d]pyridazin-7-one ClC=1N(N=C2C(N(N=CC21)[C@H]2[C@H](C2)C(F)F)=O)CC2=C(C=CC=C2)F